C(CCC)OCCOCCOC=C(C)C1=CC=C(C=C1)OC 1-(1-(2-(2-butoxyethoxy)ethoxy)prop-1-en-2-yl)-4-methoxybenzene